C(C)N(C)[Ta+2](N(CC)C)N(CC)C tris(ethylmethylamino)tantalum(V)